(S)-5-(1-acryloyl-piperidine-3-yl)-6-fluoro-1,2,4,9-tetrahydrospiro[carbazole-3,1'-cyclopropane]-8-carboxamide C(C=C)(=O)N1C[C@@H](CCC1)C1=C2C=3CC4(CC4)CCC3NC2=C(C=C1F)C(=O)N